ClC1=NC(=CC(=C1)C=1C(=NN2C1N=C(C=C2)C(=O)NC(C(C)(C)O)(C)C)C2=CC(=CC=C2)C#N)C 3-(2-chloro-6-methyl-4-pyridyl)-2-(3-cyanophenyl)-N-(2-hydroxy-1,1,2-trimethyl-propyl)pyrazolo[1,5-a]pyrimidine-5-carboxamide